1-(2-(trifluoromethyl)benzyl)piperidin FC(C1=C(CN2CCCCC2)C=CC=C1)(F)F